methyl azobisisobutyrate (butyrate) C(CCC)(=O)O.N(=NC(C(=O)O)(C)C)C(C(=O)OC)(C)C